CN1C(=NN=C1)CC1(CCC1)C1=CC(=NC(=C1)SC)N1C(C2=CC(=CC(=C2C1)C(F)(F)F)CNC1(CCC1)C)=O 2-(4-(1-((4-methyl-4H-1,2,4-triazol-3-yl)methyl)cyclobutyl)-6-(methylthio)pyridin-2-yl)-6-(((1-methylcyclobutyl)amino)-methyl)-4-(trifluoromethyl)isoindolin-1-one